The molecule is an orthotellurate ion. It is a conjugate base of an orthotellurate(1-). It is a conjugate acid of an orthotellurate(3-). O[Te](O)(O)(O)([O-])[O-]